4-(cyclobutylmethyl)-1,7-bis(4-fluorophenyl)hept-1,6-diene-3,5-dione C1(CCC1)CC(C(C=CC1=CC=C(C=C1)F)=O)C(C=CC1=CC=C(C=C1)F)=O